(cis-1-(hydroxymethyl)-3-methyl-6-azabicyclo[3.1.1]heptan-6-yl)(pyridine-2-yl)methanone OCC12CC(CC(N1C(=O)C1=NC=CC=C1)C2)C